3-(4-fluoro-5-(3-fluoro-4-(((S)-3-(hydroxymethyl)pyrrolidin-1-yl)methyl)pyridin-2-yl)-1-oxoisoindolin-2-yl)piperidine FC1=C2CN(C(C2=CC=C1C1=NC=CC(=C1F)CN1C[C@H](CC1)CO)=O)C1CNCCC1